5-cyclopropyl-6-(trifluoromethyl)pyridin-2-amine C1(CC1)C=1C=CC(=NC1C(F)(F)F)N